7-bromo-benzo[d]oxazol-2(3H)-one BrC1=CC=CC=2NC(OC21)=O